O=C1N(N=C(C2=CC=CC=C12)C(=O)OCC1=CC(OC2=CC(=C(C=C12)O)O)=O)C1=CC=CC=C1 (6,7-dihydroxy-2-oxo-2H-chromen-4-yl)methyl 4-oxo-3-phenyl-3,4-dihydrophthalazine-1-carboxylate